C(C)C(C(=[O+][O-])[O-])CCCC 2-ethylhexanoate oxide